ethyl (1S,3S,5R)-5-((2-azidoethoxy)methyl)-2-((4-phenoxybutanoyl)glycyl)-2-azabicyclo[3.1.0]hexane-3-carboxylate N(=[N+]=[N-])CCOC[C@@]12C[C@H](N([C@H]2C1)C(CNC(CCCOC1=CC=CC=C1)=O)=O)C(=O)OCC